N,N'-dimethyldecamethylenediamine CNCCCCCCCCCCNC